1-chloro-6-ethoxy-3,9,9-trimethyl-9,10-dihydroacridine ClC1=CC(=CC=2NC3=CC(=CC=C3C(C12)(C)C)OCC)C